COC1C[C@H](N(C1)C)COC=1N=C(C2=C(N1)CN(CC2)C2=CC=CC1=CC=CC(=C21)C)N2C[C@@H](NCC2)CC#N 2-((S)-4-{2-[((2S,4e)-4-methoxy-1-methylpyrrolidin-2-yl)methoxy]-7-(8-methylnaphthalen-1-yl)-5,6,7,8-tetrahydropyrido[3,4-d]pyrimidin-4-yl}piperazin-2-yl)acetonitrile